3-(1-(4-fluorophenyl)ethyl)-5-methyl-N-(2-(pyrrolidin-1-yl)ethyl)pyrazin-2-amine trifluoroacetate FC(C(=O)O)(F)F.FC1=CC=C(C=C1)C(C)C=1C(=NC=C(N1)C)NCCN1CCCC1